FC(C1(NC=CC=C1)C(=O)NC1=C2C(CCC2=CC=C1)C)F 2-(difluoromethyl)-N-(3-methyl-indan-4-yl)pyridine-carboxamide